OC1(CC(C1)(C#N)C)C1=CC=2C(=NC(=CC2)C2=CC=3C(N=C2)=NN(C3)C)S1 cis-3-hydroxy-1-methyl-3-(6-(2-methyl-2H-pyrazolo[3,4-b]pyridin-5-yl)thieno[2,3-b]pyridin-2-yl)cyclobutanecarbonitrile